BrC1=C(C=C2C(=NC=NC2=C1F)N1CCN(CC1)C(=O)OC(C)(C)C)C(F)(F)F tert-butyl 4-[7-bromo-8-fluoro-6-(trifluoromethyl)quinazolin-4-yl]piperazine-1-carboxylate